COC1=CC=C(C=C1)C1=NN2C(SC1)=NN=C2CCC=2C=NC=CC2 (4-Methoxyphenyl)-3-(2-(pyridine-3-yl)ethyl)-7H-[1,2,4]triazolo[3,4-b][1,3,4]thiadiazine